NC1=C(C2=CC=CC=C2C=C1)C1=CC=CC2=CC=CC=C12 (M)-2-amino-1,1'-binaphthyl